4-{[(1S)-5-[2-(2-aminopyridin-3-yl)-5-(pyrazol-1-yl)imidazo[4,5-b]pyridin-3-yl]-2,3-dihydro-1H-inden-1-yl]amino}piperidine-1-carbonitrile NC1=NC=CC=C1C1=NC=2C(=NC(=CC2)N2N=CC=C2)N1C=1C=C2CC[C@@H](C2=CC1)NC1CCN(CC1)C#N